FC1=CC=C2C3(C(NC2=C1)=O)CCC3 6'-fluorospiro[cyclobutane-1,3'-indolin]-2'-one